ClC1=CNC(C(=N1)C(=O)N)=O 6-chloro-3-oxo-3,4-dihydropyrazine-2-carboxamide